4,4-dimethyl-7-nitro-3,4-dihydroisoquinoline-2(1H)-carboxylic acid tert-butyl ester C(C)(C)(C)OC(=O)N1CC2=CC(=CC=C2C(C1)(C)C)[N+](=O)[O-]